1-(2-(1-(6-methoxy-3,4-dihydro-2H-benzo[b][1,4]oxazin-7-yl)-6-(pyrazolo[1,5-a]pyrimidin-3-yl)-1H-pyrazolo[4,3-c]pyridine-3-carboxamido)ethyl)piperidine-4-carboxylic acid COC1=CC2=C(OCCN2)C=C1N1N=C(C=2C=NC(=CC21)C=2C=NN1C2N=CC=C1)C(=O)NCCN1CCC(CC1)C(=O)O